(3S,4R)-4-(2,6-Difluoro-4-methoxyphenyl)-3-{[5-(4-{[6-(trifluoromethyl)pyridin-3-yl]oxy}phenyl)-1,3,4-oxadiazol-2-yl]amino}pyrrolidin-2-on FC1=C(C(=CC(=C1)OC)F)[C@H]1[C@@H](C(NC1)=O)NC=1OC(=NN1)C1=CC=C(C=C1)OC=1C=NC(=CC1)C(F)(F)F